7-fluoro-N-[1-(methanesulfinyl)-2-methylpropan-2-yl]-2-(pyridin-3-yl)-2H-indazole-4-carboxamide FC1=CC=C(C2=CN(N=C12)C=1C=NC=CC1)C(=O)NC(CS(=O)C)(C)C